C(#N)C[C@@H]1N(CCN(C1)C1=NC(=NC=2CN(CCCC21)C2=NC=CC=C2C(F)(F)F)OC[C@H]2N(CCC2)C)C(=O)OCC2=CC=CC=C2 benzyl (2S)-2-(cyanomethyl)-4-[2-[[(2S)-1-methylpyrrolidin-2-yl]methoxy]-8-[3-(trifluoromethyl)-2-pyridyl]-5,6,7,9-tetrahydropyrimido[4,5-c]azepin-4-yl]piperazine-1-carboxylate